P(=O)(O)(O)N[C@@H](CCCNC(N)=N)C(=O)O phospho-L-arginine